(E)-5-(4-(6-(aminomethyl)benz[d]thiazole-2-yl)buta-3-en-1-ynyl)-N-methylpyridine-2-amine NCC1=CC2=C(N=C(S2)/C=C/C#CC=2C=CC(=NC2)NC)C=C1